N1CC(C1)N1N=C(C2=CC=CC(=C12)[N+](=O)[O-])C1=CC=C(C=C1)C(F)(F)F 1-(azetidin-3-yl)-7-nitro-3-[4-(trifluoromethyl)phenyl]indazole